CN1N=C(C(=C1)NC1=NC=C(C(=N1)OCC1CCC(CC1)O)F)C (1R,4R)-4-(((2-((1,3-dimethyl-1H-pyrazol-4-yl)amino)-5-fluoropyrimidin-4-yl)oxy)methyl)cyclohexan-1-ol